(2R)-2-hydroxy-2-phenyl-1-[5-(pyridine-3-sulfonyl)-1H,2H,3H,4H,5H,6H-pyrrolo[3,4-c]pyrrol-2-yl]ethan-1-one O[C@@H](C(=O)N1CC=2CN(CC2C1)S(=O)(=O)C=1C=NC=CC1)C1=CC=CC=C1